ClC1=C2C(=NC=C1C#CCNC1=CC=C(C=C1)F)NC=C2 N-(3-(4-chloro-1H-pyrrolo[2,3-b]Pyridin-5-yl)prop-2-yn-1-yl)-4-fluoroaniline